(R)-1-methyl-2-oxo-7-((tetrahydrofuran-3-yl)oxy)-4-(6-((1-(trifluoromethyl)cyclopropyl)ethynyl)-2,3-dihydrobenzo[e][1,4]oxazepin-1(5H)-yl)-1,2-dihydroquinazoline-6-carbonitrile CN1C(N=C(C2=CC(=C(C=C12)O[C@H]1COCC1)C#N)N1CCOCC2=C1C=CC=C2C#CC2(CC2)C(F)(F)F)=O